[N-](S(=O)(=O)C(F)(F)F)S(=O)(=O)C(F)(F)F.C[N+](CCCCCC)(CCCC)C N,N-dimethyl-N-butyl-N-hexylammonium bis(trifluoromethanesulfonyl)imide salt